[N-](S(=O)(=O)C(F)(F)C(F)(F)F)S(=O)(=O)C(F)(F)C(F)(F)F.C(C=C)[N+](C)(C)CC=C diallyldimethylammonium bis(pentafluoroethanesulfonyl)imide salt